S1C(=NC2=C1C=CC=C2)NC2=C(C=C(N=N2)N(C=2SC(=C(N2)C(=O)O)CCCOC2=C(C=C(C=C2)C#CCNCCCS(=O)(=O)O)F)CCCCO)C 2-[[6-(1,3-Benzothiazol-2-ylamino)-5-methyl-pyridazin-3-yl]-(4-hydroxybutyl)amino]-5-[3-[2-fluoro-4-[3-(3-sulfopropylamino)prop-1-ynyl]phenoxy]propyl]thiazole-4-carboxylic acid